C1(CC1)C(C)C1=C(C(=CC=C1)C(C)S(=O)(=O)CC)O 2-(1-cyclopropylethyl)-6-(1-(ethylsulfonyl)ethyl)phenol